C(C1=CC=CC=C1)C1CN=C(N1)SCCN1CCCCCC1 1-(2-((5-benzyl-4,5-dihydro-1H-imidazol-2-yl)thio)ethyl)azepane